3-fluoro-4-((6-(2-methoxyethoxy)-7-methyl-1,5-naphthyridin-4-yl)oxy)aniline FC=1C=C(N)C=CC1OC1=CC=NC2=CC(=C(N=C12)OCCOC)C